4-((1R,5R)-2,6-diazabicyclo[3.2.0]heptan-6-yl)-7-(8-ethynyl-7-fluoronaphthalen-1-yl)-8-fluoro-1,6-naphthyridine [C@@H]12NCC[C@H]2N(C1)C1=CC=NC2=C(C(=NC=C12)C1=CC=CC2=CC=C(C(=C12)C#C)F)F